4-[(4R)-azepan-4-yl]oxy-6-(1-methylpyrazol-4-yl)pyrazolo[1,5-a]pyrazine-3-carbonitrile N1CC[C@@H](CCC1)OC=1C=2N(C=C(N1)C=1C=NN(C1)C)N=CC2C#N